4-(1-benzyl-6-(3,5-dimethylisoxazol-4-yl)-1H-imidazo[4,5-b]pyridin-2-yl)morpholine C(C1=CC=CC=C1)N1C(=NC2=NC=C(C=C21)C=2C(=NOC2C)C)N2CCOCC2